ClC1=C(C(=NC=C1)C#N)C 4-chloro-3-methylpyridinecarbonitrile